9,9',9''-(6-(3,6-dimethyl-9H-carbazol-9-yl)-[4,4'-bipyridine]-2,3,5-triyl)tris(9H-carbazole) CC=1C=CC=2N(C3=CC=C(C=C3C2C1)C)C1=C(C(=C(C(=N1)N1C2=CC=CC=C2C=2C=CC=CC12)N1C2=CC=CC=C2C=2C=CC=CC12)C1=CC=NC=C1)N1C2=CC=CC=C2C=2C=CC=CC12